(R)-1-(tert-butyl)-3-(1-(3-chlorobenzyl)-3-methyl-2-oxo-2,3-dihydro-1H-pyrido[2,3-b][1,4]oxazin-6-yl)urea C(C)(C)(C)NC(=O)NC=1C=CC2=C(O[C@@H](C(N2CC2=CC(=CC=C2)Cl)=O)C)N1